aluminum hydrogen diphosphite monophosphite P([O-])([O-])[O-].OP(O)OP(O)O.[Al+3]